2-(4-(3-amino-6-(2-hydroxyphenyl)pyridazin-4-yl)-1H-pyrazol-1-yl)-2-phenylacetic acid NC=1N=NC(=CC1C=1C=NN(C1)C(C(=O)O)C1=CC=CC=C1)C1=C(C=CC=C1)O